FC1=CC=C(C=C1)C1=C(C=CC(=C1)F)NC(=O)C=1C(=NN(C1)C)C(F)(F)F N-(4'-fluoro-5-fluorobiphenyl-2-yl)-1-methyl-3-trifluoromethyl-1H-pyrazole-4-carboxamide